O1NCC12CCCCC2 oxaazaspiro[3.5]nonane